ClC1=NC2=CC=CC=C2C(=N1)N(C1=CC=NC=C1)C 2-chloro-N-methyl-N-(pyridin-4-yl)quinazolin-4-amine